2-(2-fluoroprop-2-yl)-N-(4-methyl-3-(7-(methylamino)-1,6-naphthyridin-3-yl)phenyl)isonicotinamide FC(C)(C)C=1C=C(C(=O)NC2=CC(=C(C=C2)C)C=2C=NC3=CC(=NC=C3C2)NC)C=CN1